(S)-N-(4-(4-amino-1-methyl-3-(4-(pyrrolidine-1-carbonyl)cyclohex-1-en-1-yl)-1H-pyrrolo[3,2-c]pyridin-2-yl)phenyl)acrylamide NC1=NC=CC2=C1C(=C(N2C)C2=CC=C(C=C2)NC(C=C)=O)C2=CC[C@H](CC2)C(=O)N2CCCC2